tert-Butyl-p-benzoquinone C(C)(C)(C)C=1C(C=CC(C1)=O)=O